dithienylthioketone S1C(=CC=C1)C(=S)C=1SC=CC1